(S)-1-(6-benzyl-2-((1-(3,4,5-trimethoxyphenyl)-1H-imidazol-4-yl)amino)-5,6,7,8-tetrahydropyrido[4,3-d]pyrimidin-4-yl)pyrrolidine-2-carboxamide C(C1=CC=CC=C1)N1CC2=C(N=C(N=C2N2[C@@H](CCC2)C(=O)N)NC=2N=CN(C2)C2=CC(=C(C(=C2)OC)OC)OC)CC1